C(CCC\C=C/C\C=C/C\C=C/C\C=C/CCCCC)(=O)C(OP(OCC(CO)O)(=O)[O-])(C[N+](C)(C)C)C(CCC\C=C/C\C=C/C\C=C/C\C=C/CCCCC)=O diarachidonoyl-glycero-3-phosphocholine